(1R,2S,5R)-2-((S)-3-(((Benzyloxy)carbonyl)amino)-2-oxopyrrolidin-1-yl)-5-(isopropyl(methyl)amino)cyclohexane-1-carboxylic acid C(C1=CC=CC=C1)OC(=O)N[C@@H]1C(N(CC1)[C@@H]1[C@@H](C[C@@H](CC1)N(C)C(C)C)C(=O)O)=O